[Na+].N[C@@H](CCC(=O)O)C(=O)[O-] L-glutamate monosodium salt